[S].COC1=CC=C(C=N1)CN1C2CN(CC1C2)C2=CC=C(C=N2)C2N(C1=CC=CC=C1C=N2)C2=NNC(=C2)C 2-(6-(6-((6-methoxypyridin-3-yl)methyl)-3,6-diazabicyclo[3.1.1]heptan-3-yl)pyridin-3-yl)-N-(5-methyl-1H-pyrazol-3-yl)quinazolin sulfur